CC=1C(=NC=C(C1)C)N1CCN(CC1)C(=O)C1=CC=C(C=C1)[C@@]1(C(NC(N1)=O)=O)C(C)C (R)-5-{4-[4-(3,5-dimethylpyridin-2-yl)piperazine-1-carbonyl]phenyl}-5-isopropylimidazolidine-2,4-dione